methyl 3-(6,8-dimethyl-1,2,3,4-tetrahydroquinolin-2-yl)propanoate CC=1C=C2CCC(NC2=C(C1)C)CCC(=O)OC